CC=1C=C(\C=N\N2C3=NC(=NC(=C3N=C2)NC=2C=NC=C(C2)C)N2CCOCC2)C=CC1 (E)-9-((3-methylbenzylidene)amino)-N-(5-methylpyridin-3-yl)-2-morpholino-9H-purin-6-amine